ClC=1C(=C(C=CC1F)[C@H](NC(=O)N1[C@@H](C(NCC1)=O)CC)C=1C=NC(=CC1)C(F)(F)F)F |o1:8,13| N-((R or S)-(3-chloro-2,4-difluorophenyl)(6-(trifluoromethyl)pyridin-3-yl)methyl)-(R or S)-2-ethyl-3-oxopiperazine-1-carboxamide